1,4-dioxaspiro[4.5]decan-8-yl(iodo)zinc O1CCOC12CCC(CC2)[Zn]I